3-[3-(4-{4-Amino-3-[4-dimethylaminophenylimino]-6-oxocyclohexa-1,4-dienylamino}phenylamino)-propyl]-1-methyl-3H-imidazol NC=1C(C=C(C(C1)=O)NC1=CC=C(C=C1)NCCCN1CN(C=C1)C)=NC1=CC=C(C=C1)N(C)C